C[C@H]1CN(CC2=CC(=CC=C12)C(=O)NC=1C=NC=C(C1)CC(F)(F)F)C1C(OCC1)=O (4R)-4-methyl-2-(2-oxotetrahydrofuran-3-yl)-N-[5-(2,2,2-trifluoroethyl)-3-pyridyl]-3,4-dihydro-1H-isoquinoline-7-carboxamide